ClC1=CC=C(C(=N1)N1CC(CC1C)C#N)C=O 1-(6-chloro-3-formyl-2-pyridyl)-5-methyl-pyrrolidine-3-carbonitrile